C(#N)C=1C=NN2C1C(=C(C=C2)C(=O)N)C#C 3-cyano-4-ethynylpyrazolo[1,5-a]pyridine-5-carboxamide